3-(3-methyl-1H-pyrazol-4-yl)-1-[(4-methylphenyl)dioxy-λ6-sulfanyl]-5-[4-(4-methylpiperazin-1-yl)phenyl]pyrrolo[2,3-b]pyridine CC1=NNC=C1C1=CN(C2=NC=C(C=C21)C2=CC=C(C=C2)N2CCN(CC2)C)[SH4]OOC2=CC=C(C=C2)C